C1(CC1)C1=CC(=C(C2=C1N(N=N2)C)C)C(CC(=O)OCC)C2=CC(=C1C=CN(C1=C2)C(=O)OC(C)(C)C)CO tert-butyl 6-[1-(7-cyclopropyl-1,4-dimethyl-1H-benzotriazol-5-yl)-3-ethoxy-3-oxopropyl]-4-(Hydroxymethyl)-1H-indole-1-carboxylate